CC(CCCC)(O)O hexane-2,2-diol